C(C)OC(CC1CC[C@]12CN(CC2)C(=O)OC(C)(C)C)=O tert-butyl (4R)-3-(2-ethoxy-2-oxo-ethyl)-6-azaspiro[3.4]octane-6-carboxylate